1,3,6-benzenetricarboxylic acid C1(=CC(=CC=C1C(=O)O)C(=O)O)C(=O)O